4-Methylbenzaldehyde-2,6-d CC=1C=C(C(C=O)=C(C1)[2H])[2H]